O(C#N)C1=CC=C(C=C1)S(=O)(=O)C1=CC=C(C=C1)OC#N Bis(4-cyanatophenyl)sulfon